F.[NH4+] ammonium (hydrogen) fluoride